3-(6-(4-((R)-3-((1r,4R)-4-(3-bromo-2-methylphenoxy)cyclohexyl)butyl)piperazin-1-yl)-1-methyl-1H-indazol-3-yl)piperidine-2,6-dione BrC=1C(=C(OC2CCC(CC2)[C@@H](CCN2CCN(CC2)C2=CC=C3C(=NN(C3=C2)C)C2C(NC(CC2)=O)=O)C)C=CC1)C